CN1CCC(CC1)NC=1C=2C=C(N(C2C=CC1)CC(F)(F)F)C=1SC(=CC1)CNC1=CC=C(C=C1)S(=O)(=O)C N-(1-methylpiperidin-4-yl)-2-(5-(((4-(methylsulfonyl)phenyl)amino)meth-yl)thiophen-2-yl)-1-(2,2,2-trifluoroethyl)-1H-indol-4-amine